N=1N(N=C2C1C=CC=C2)C=2C=C(C(=O)OCCCCCC)C=CC2O hexyl 3-(2H-benzo[d][1,2,3]triazol-2-yl)-4-hydroxybenzoate